C(C)(C)[C@H]1CC[C@H](CC1)N1CCC(CC1)N1C(=CC2=CC=CC=C12)CNC(OCC1=CC=CC=C1)=O benzyl ((1-(1-(cis-4-isopropylcyclohexyl)piperidin-4-yl)-1H-indole-2-yl)methyl)carbamate